3,6-dimethyl-8-[(1R)-1-[2-(1-methyltriazol-4-yl)anilino]ethyl]-2-phenyl-chromen-4-one CC1=C(OC2=C(C=C(C=C2C1=O)C)[C@@H](C)NC1=C(C=CC=C1)C=1N=NN(C1)C)C1=CC=CC=C1